FC(OC1=CC=C(C=C1)C=1C=C2CCCC(C2=CC1)=O)(F)F 6-(4-(trifluoromethoxy)phenyl)-1-tetralone